N-(4-fluoro-3-methoxy-phenyl)-3-iodo-N-(methoxymethyl)-8-methyl-imidazo[1,2-a]pyridine-6-carboxamide FC1=C(C=C(C=C1)N(C(=O)C=1C=C(C=2N(C1)C(=CN2)I)C)COC)OC